ClC=1C=C(C(=C(C=NC(C(=O)O)CC2=CC=C(C=C2)O)C1)OC(C(C)C)=O)OC(C1=CN=CC=C1)=O 2-(5-chloro-2-(isobutyryloxy)-3-(nicotinoyloxy)benzylideneamino)-3-(4-hydroxyphenyl)propanoic acid